N-(5-(2-(3,3-dimethylmorpholino)acetamido)-2-methylpyridin-3-yl)-7-(1-methyl-1H-pyrazol-4-yl)-[1,2,4]triazolo[4,3-a]pyridine-3-carboxamide CC1(COCCN1CC(=O)NC=1C=C(C(=NC1)C)NC(=O)C1=NN=C2N1C=CC(=C2)C=2C=NN(C2)C)C